C1OCC12NCCC2 2-oxa-5-azaspiro[3.4]octan